morpholino-[4-morpholino-2-[(2E)-2-(m-tolylmethylene)hydrazino]furo[2,3-d]pyrimidine-6-yl]methanone O1CCN(CC1)C(=O)C1=CC2=C(N=C(N=C2N2CCOCC2)N/N=C/C=2C=C(C=CC2)C)O1